N-(1-(2,4-dichloro-5-fluorophenyl)ethyl)-2-(2,4-dioxo-1,4-dihydroquinazolin-3(2H)-yl)acetamide ClC1=C(C=C(C(=C1)Cl)F)C(C)NC(CN1C(NC2=CC=CC=C2C1=O)=O)=O